3-methyl-1-((S)-1-(m-tolyl)ethyl)-1H-pyrazole-3,5-dicarboxamide CC1(NN(C(=C1)C(=O)N)[C@@H](C)C=1C=C(C=CC1)C)C(=O)N